[Zn+2].C(CCC)(=O)N[C@@H](CCCCNC(CCC)=O)C(=O)[O-].C(CCC)(=O)N[C@@H](CCCCNC(CCC)=O)C(=O)[O-] Bis(N2,N6-dibutyryl-lysine) zinc salt